FC1=C2C3(CN(C2=C(C=C1)N)S(=O)(=O)C)CCC3 4'-fluoro-1'-(methylsulfonyl)spiro[cyclobutane-1,3'-indolin]-7'-amine